(cyclohexylmethyl)-4-oxo-chromene-2-carboxamide C1(CCCCC1)CC1=C(OC2=CC=CC=C2C1=O)C(=O)N